4-amino-N-(3-{2-[2-(2,6-dioxopiperidin-3-yl)-1-oxo-3H-isoindol-4-yl]ethynyl}bicyclo[1.1.1]pentan-1-yl)-3-methoxybenzamide NC1=C(C=C(C(=O)NC23CC(C2)(C3)C#CC3=C2CN(C(C2=CC=C3)=O)C3C(NC(CC3)=O)=O)C=C1)OC